N1=C(SC2=C1C1=C(C=C2)OCCO1)N1C(N[C@@H]2CN(CC[C@@H]21)C)=O |r| rac-(3aR,7aS)-1-(7,8-dihydro[1,4]dioxino[2,3-e][1,3]benzothiazol-2-yl)-5-methyloctahydro-2H-imidazo[4,5-c]pyridin-2-one